OCCN1CCN(CC1)C=O (4-(2-hydroxyethyl)piperazin-1-yl)methanone